O=C1CCNCCC2N1C(CC2)C(=O)O 6-oxo-decahydropyrrolo[1,2-a][1,5]diazocine-8-carboxylic acid